O1CCN(CC1)C1=CC(NC(=C1)N1[C@H](CCCCC1)CC1=CSC=C1)=O (R)-4-morpholino-6-(2-(thiophen-3-ylmethyl)azepan-1-yl)pyridin-2(1H)-one